NC1=NNC(C2=C1N(C=C2[C@H]2CN(CCC2)C(\C=C\[C@@H]2N(CC2)CC)=O)C2=CC=C(C=C2)OC2=CC=CC=C2)=O 7-Amino-3-((S)-1-((E)-3-((R)-1-ethylazetidin-2-yl)acryloyl)piperidin-3-yl)-1-(4-phenoxyphenyl)-1,5-dihydro-4H-pyrrolo[2,3-d]pyridazin-4-on